amino-azaimidazole NC=1N=NNC1